FC1(CC(C1)C=1N=C(N2C1C1=CC(=C(C=C1CC2)OC)C2=NN(C=C2)C)C(=O)N2[C@](CCC2)(C#N)C)F (R)-1-(1-(3,3-difluorocyclobutyl)-8-methoxy-9-(1-methyl-1H-pyrazol-3-yl)-5,6-dihydroimidazo[5,1-a]isoquinoline-3-carbonyl)-2-methylpyrrolidine-2-carbonitrile